6-ethyl-3,3,4-trimethyl-2-propyl-3,6-dihydro-2H-pyran C(C)C1C=C(C(C(O1)CCC)(C)C)C